F[C@H]1CN(CC[C@H]1NC(=O)C=1C=C(C=C2C(=CNC12)CC(F)(F)F)C#CCNC1=C(C=C(C=C1)S(=O)(=O)C)OC)C N-[(3S,4R)-3-fluoro-1-methyl-4-piperidyl]-5-[3-(2-methoxy-4-methylsulfonyl-anilino)prop-1-ynyl]-3-(2,2,2-trifluoroethyl)-1H-indole-7-carboxamide